2-Ethylhexyl-2-cyano-3,3-diphenylacrylat C(C)C(COC(C(=C(C1=CC=CC=C1)C1=CC=CC=C1)C#N)=O)CCCC